6,6-dimethyl-2-(2-((1-methyl-1H-pyrazol-5-yl)amino)pyrimidin-4-yl)-5-(1-(2-(trifluoromethyl)pyrimidin-4-yl)ethyl)-5,6-dihydro-4H-thieno[2,3-c]pyrrol-4-one CC1(N(C(C2=C1SC(=C2)C2=NC(=NC=C2)NC2=CC=NN2C)=O)C(C)C2=NC(=NC=C2)C(F)(F)F)C